The molecule is a polyunsaturated fatty acid that is (4Z,7Z,10Z,13Z,15E,19Z)-docosahexaenoic acid having an epoxy group across positions 16 and 17. It is an epoxy fatty acid, a long-chain fatty acid, a polyunsaturated fatty acid and a docosanoid. It is a conjugate acid of a 17R,(16)-epoxy-(4Z,7Z,10Z,13Z,19Z)-docosahexa-4,7,10,13,15,19-enoate. CC/C=C\\C[C@@H]1/C(=C\\C=C/C/C=C\\C/C=C\\C/C=C\\CCC(=O)O)/O1